N-carbamoylpyrrolidine C(N)(=O)N1CCCC1